sodium styrylbenzene C(=CC1=CC=CC=C1)C1=CC=CC=C1.[Na]